FC1=C(C=CC(=C1)C#N)C=1C=C(SC1)C=O 4-(2-fluoro-4-cyanophenyl)-thiophene-2-carbaldehyde